C(C)C1NC=C2C(=N1)COCC2 2-Ethyl-5,8-dihydro-3H-pyrano[3,4-d]pyrimidin